FC1=NC=C(C(=C1)I)F 2,5-difluoro-4-iodo-pyridine